N-(7,9-difluoro-1-methyl-2-oxo-2,3,4,5-tetrahydro-1H-benzo[b]azepin-3-yl)-6-methyl-4-oxo-1-phenyl-1,4-dihydropyridazine-3-carboxamide FC1=CC2=C(N(C(C(CC2)NC(=O)C2=NN(C(=CC2=O)C)C2=CC=CC=C2)=O)C)C(=C1)F